N1(CCOCC1)C1=NC2=C(N=CC=C2C(=C1)N1C(CCC1)=O)C1=CC=NN1 1-[2-(morpholin-4-yl)-8-(1H-pyrazol-5-yl)-1,7-naphthyridin-4-yl]pyrrolidin-2-one